1-(6-amino-3-(4-(trifluoromethyl)phenyl)-6,7-dihydropyrazolo[1,5-a]pyrimidin-4(5H)-yl)ethan-1-one NC1CN(C=2N(C1)N=CC2C2=CC=C(C=C2)C(F)(F)F)C(C)=O